FC1=CC(=C(C=C1)C1CCN(CC1)C1N(CC12OCCC2)C=2OC=CN2)OC2COC2 (4-(4-fluoro-2-(oxetan-3-yloxy)phenyl)piperidin-1-yl)-2-(oxazol-2-yl)-5-oxa-2-azaspiro[3.4]octane